3a-(1-(4-fluorophenyl)-6-methyl-1H-indazol-5-yl)-2-(methylsulfonyl)hexahydrocyclopenta[c]pyrrol-5(1H)-one FC1=CC=C(C=C1)N1N=CC2=CC(=C(C=C12)C)C12C(CN(C1)S(=O)(=O)C)CC(C2)=O